C(C)SCC(=O)NC1CCN(CC1)C1=C(C=CC=C1)/C=C/C(=O)NO (E)-3-(2-(4-(2-(ethylthio)acetamido)piperidin-1-yl)phenyl)-N-hydroxyacrylamide